5-(3-((2,5-difluorophenyl)ethynyl)-2-fluoro-6-hydroxyphenyl)-1,2,5-thiadiazolidin-3-one 1,1-dioxide FC1=C(C=C(C=C1)F)C#CC=1C(=C(C(=CC1)O)N1CC(NS1(=O)=O)=O)F